2-((S)-4-(7-(8-Chloronaphthalen-1-yl)-2-(((S)-1-methylpyrrolidin-2-yl)methoxy)-5,6,7,8-Tetrahydro-1,7-naphthyridin-4-yl)-1-(2-fluoroacryloyl)piperazin-2-yl)acetonitrile ClC=1C=CC=C2C=CC=C(C12)N1CCC=2C(=CC(=NC2C1)OC[C@H]1N(CCC1)C)N1C[C@@H](N(CC1)C(C(=C)F)=O)CC#N